C(CCCCCC(C)(C)C)(=O)OCCCCC amyl neodecanoate